FC=1C(=C(C=O)C=CC1)N1CC(C1)F 3-fluoro-2-(3-fluoroazetidin-1-yl)benzaldehyde